CN1CCN(CC1)C1CCN(CC1)C1=CC=C(C=C1)[N+](=O)[O-] 1-methyl-4-(1-(4-nitrophenyl)piperidin-4-yl)piperazine